C(C)(C)(C)C1=CC=C(C=C1)C1=NC=C(C(=O)OC)C(=C1)Cl methyl 6-(4-(tert-butyl) phenyl)-4-chloronicotinate